5-[5-Fluoro-6-(2-methoxy-ethoxy)-1H-indazol-3-yl]-isoxazol FC=1C=C2C(=NNC2=CC1OCCOC)C1=CC=NO1